S1(NC=NC=C1)(=O)=O 1,2,4-thiadiazine 1,1-dioxide